(2,5-di-t-butylphenyl) 4,4'-biphenylbisphosphonate C1(=CC=C(C=C1)P([O-])(=O)OC1=C(C=CC(=C1)C(C)(C)C)C(C)(C)C)C1=CC=C(C=C1)P([O-])(=O)[O-]